5-Methyl-6-oxo-8-(4-((2-(trifluoromethyl)pyrimidin-4-yl)oxy)piperidin-1-yl)-5,6-dihydro-1,5-naphthyridin-2-carbonitril CN1C=2C=CC(=NC2C(=CC1=O)N1CCC(CC1)OC1=NC(=NC=C1)C(F)(F)F)C#N